C1(=CC=CC=C1)S(=O)(=O)C(=O)[C@H](O)[C@@](O)([C@@](O)([C@H](O)C)OCC1=CC=CC=C1)OCC1=CC=CC=C1 1-phenylsulfonyl-3,4-dibenzyloxy-D-fucose